ClC=1C=C2C(=NC(N(C2=CC1C1=C(C=CC=C1O)F)C1=C(C=CC=C1)C(C)C)=O)N1[C@H](CN(CC1)C(C=C)=O)C 6-chloro-7-(2-fluoro-6-hydroxy-phenyl)-4-((2S)-2-methyl-4-(2-propenoyl)-1-piperazinyl)-1-(2-(2-propanyl)-phenyl)-2(1H)-quinazolinone